3-hydroxy-2,2,4,4-tetramethylcyclobutyl isobutyrate C(C(C)C)(=O)OC1C(C(C1(C)C)O)(C)C